COC1=CC=C2CNCC2=C1 6-methoxyisoindolin